(R)-2-hydroxypropylamine O[C@@H](CN)C